(E)-ethyl 2-cyano-3-(thiophen-2-yl)acrylate C(#N)/C(/C(=O)OCC)=C\C=1SC=CC1